ClC=1C=C2C(=C3C4(NC(NC13)=O)CCCCC4)OC(=C2)CN(C(C)C)CCOC 5'-chloro-2'-{[(2-methoxyethyl)(propan-2-yl)amino]methyl}-7',8'-dihydro-6'H-spiro[cyclohexane-1,9'-furo[2,3-f]quinazoline]-7'-one